N-(2-(Pyrrolidin-1-yl)ethyl)-3-(p-tolylamino)quinoxaline-2-carboxamide N1(CCCC1)CCNC(=O)C1=NC2=CC=CC=C2N=C1NC1=CC=C(C=C1)C